8-(2-hydroxy-2-methylcyclopentyl)-2-(methylthio)pyrido[2,3-d]pyrimidin OC1(C(CCC1)N1CC=CC2=C1N=C(N=C2)SC)C